6-((2-(4-Bromo-3-fluorophenyl)imidazo[1,2-b][1,2,4]triazin-7-yl)methyl)quinoline tert-butyl-9-(3-amino-6-chloro-pyridazin-4-yl)-1-oxa-4,9-diazaspiro[5.5]undecane-4-carboxylate C(C)(C)(C)OC(=O)N1CCOC2(C1)CCN(CC2)C2=C(N=NC(=C2)Cl)N.BrC2=C(C=C(C=C2)C=2C=NC=1N(N2)C(=CN1)CC=1C=C2C=CC=NC2=CC1)F